N-(4-chloro-2-cyclopropylbenzyl)-5-(N-methylaminosulfonyl)thiophene-2-carboxamide methyl-5-fluoro-2-(1-hydroxyethyl)-2,3-dihydrobenzofuran-7-carboxylate COC(=O)C1=CC(=CC=2CC(OC21)C(C)O)F.ClC2=CC(=C(CNC(=O)C=1SC(=CC1)S(=O)(=O)NC)C=C2)C2CC2